6-(4-Aminophenyl)-5-methyl-4,5-dihydropyridazin-3(2H)-one NC1=CC=C(C=C1)C=1C(CC(NN1)=O)C